4,4'-[(2-hydroxy-5-methyl-1,3-phenylene)bis(methylene)]bis[1,3-benzenediol] OC1=C(C=C(C=C1CC1=C(C=C(C=C1)O)O)C)CC1=C(C=C(C=C1)O)O